2-fluoro-4-(methoxycarbonyl)phenylboronic acid FC1=C(C=CC(=C1)C(=O)OC)B(O)O